Cl.FC1(CCNCC1)CN1CCN(CC1)C(=O)OCC1=CC=CC=C1 benzyl 4-((4-fluoropiperidin-4-yl)methyl)piperazine-1-carboxylate hydrochloride